C(#N)C[C@H]1N(CC[C@@H](C1)N1N=NC=2C(=NC=3C(=C(C(=CC3C21)Cl)C=2C=CC(=C1C=CC=NC21)F)Cl)OC[C@H]2N(CCC2)C)C(=O)OC(C)(C)C tert-butyl (2S,4S)-2-(cyanomethyl)-4-(6,8-dichloro-7-(5-fluoroquinolin-8-yl)-4-(((S)-1-methylpyrrolidin-2-yl)methoxy)-1H-[1,2,3]triazolo[4,5-c]quinolin-1-yl)piperidine-1-carboxylate